(4R)-benzyl-3-[(3R,4S)-1-benzyl-4-(4-fluorophenyl)-pyrrolidine-3-carbonyl]-oxazolidine C(C1=CC=CC=C1)C1OCCN1C(=O)[C@H]1CN(C[C@@H]1C1=CC=C(C=C1)F)CC1=CC=CC=C1